1-ethyl-3,5-diphenyl-6-(propylthio)-3,5-dihydroimidazo[4,5-c][1,2]thiazine-4(1H)-On 2,2-dioxide C(C)N1S(C(C(C2=C1N=C(N2C2=CC=CC=C2)SCCC)=O)C2=CC=CC=C2)(=O)=O